[1-({3,4-difluoro-2-[(2-fluoro-4-iodophenyl) amino]Phenyl} carbonyl) azetidin-3-yl]Methyl carbamate C(N)(OCC1CN(C1)C(=O)C1=C(C(=C(C=C1)F)F)NC1=C(C=C(C=C1)I)F)=O